COC1=CC=C(C=C1)C=1SC(=CN1)CC1=C2N=C(C(=NC2=CC=C1)C(=O)N)C1=NC=CC=C1C ((2-(4-methoxyphenyl)thiazol-5-yl)methyl)-(3-methylpyridin-2-yl)quinoxaline-2-carboxamide